ClC1=C(C=C(C=C1)NC(C(C)(C)N1N=CC(=C1)C#CC1CN(C1)C=1C=C2C(N(C(C2=CC1)=O)C1C(NC(CC1)=O)=O)=O)=O)C#N N-(4-chloro-3-cyanophenyl)-2-(4-((1-(2-(2,6-dioxopiperidin-3-yl)-1,3-Dioxoisoindoline-5-yl)azetidin-3-yl)ethynyl)-1H-pyrazol-1-yl)-2-methylpropionamide